1-[1-(3-chlorobenzene-1-carbonyl)-2,3-dihydro-1H-pyrrolo[3,2-b]pyridin-5-yl]-N-(4-fluorophenyl)cyclobutane-1-carboxamide ClC=1C=C(C=CC1)C(=O)N1CCC2=NC(=CC=C21)C2(CCC2)C(=O)NC2=CC=C(C=C2)F